4,6-difluoro-7-propoxydibenzo[b,d]thiophene FC1=CC=CC2=C1SC1=C2C=CC(=C1F)OCCC